N,N-bis[(2,4-dimethoxyphenyl)methyl]-2-(ethoxymethyl)-1,6-dimethyl-imidazo[4,5-c]pyridin-4-amine COC1=C(C=CC(=C1)OC)CN(C1=NC(=CC2=C1N=C(N2C)COCC)C)CC2=C(C=C(C=C2)OC)OC